FC1=C(C(=CC(=C1)NC1CN(C1)CCCF)F)[C@H]1N([C@@H](CC2=C1NC1=CC3=C(C=C21)CCC3)C)CC(CO)(F)F 3-((1R,3R)-1-(2,6-difluoro-4-((1-(3-fluoropropyl)azetidin-3-yl)amino)phenyl)-3-methyl-3,4,6,7,8,10-hexahydrocyclopenta[f]pyrido[3,4-b]indol-2(1H)-yl)-2,2-difluoropropan-1-ol